BrC1=CC2=C(N(C[C@H](N(S2(=O)=O)C)C2CCC2)C2=CC=CC=C2)C=C1Cl (R)-8-bromo-7-chloro-3-cyclobutyl-2-methyl-5-phenyl-2,3,4,5-tetrahydrobenzo[f][1,2,5]thiadiazepine 1,1-dioxide